(2R,3R,4R,5S,6S)-2-(acetoxymethyl)-6-allyl-5-(4,5,6,7-tetrachloro-1,3-dioxoisoindolin-2-yl)tetrahydro-2H-pyran-3,4-diyl diacetate C(C)(=O)O[C@H]1[C@H](O[C@H]([C@@H]([C@H]1OC(C)=O)N1C(C2=C(C(=C(C(=C2C1=O)Cl)Cl)Cl)Cl)=O)CC=C)COC(C)=O